Cl.NC=1N=CC=2CC3=C(NC2C1)C(N1C(=C3C)C(NC1(C1=CC=CC=C1)C)=O)=O 8-amino-3,12-dimethyl-3-phenyl-2,3,6,11-tetrahydroimidazo[1',5':1,6]pyrido[3,4-b][1,6]naphthyridine-1,5-dione, hydrochloride